2-((3'-(4-cyano-2-fluorobenzyloxy)-3-fluorobiphenyl-4-yl)methyl)-1-(2-fluoroethyl)-1H-benzo[d]imidazole-6-carboxylic acid C(#N)C1=CC(=C(COC=2C=C(C=CC2)C2=CC(=C(C=C2)CC2=NC3=C(N2CCF)C=C(C=C3)C(=O)O)F)C=C1)F